2-bromo-N-(1,3-dioxoisoindol-5-yl)-2-(3-methoxyphenyl)acetamide MOLYBDENUM [Mo].BrC(C(=O)NC=1C=C2C(NC(C2=CC1)=O)=O)C1=CC(=CC=C1)OC